[Fe].[K].[K].[K] tripotassium iron salt